tertbutyl 4-[4-(ethoxycarbonyl)-1,3-oxazol-2-yl]piperazine-1-carboxylate C(C)OC(=O)C=1N=C(OC1)N1CCN(CC1)C(=O)OC(C)(C)C